(S)-2-((((9H-fluoren-9-yl)methoxy)carbonyl)amino)-3-(2-(bis(tert-butoxycarbonyl)amino)pyrimidin-5-yl)propanoic acid C1=CC=CC=2C3=CC=CC=C3C(C12)COC(=O)N[C@H](C(=O)O)CC=1C=NC(=NC1)N(C(=O)OC(C)(C)C)C(=O)OC(C)(C)C